4,4-difluoroisochromane FC1(COCC2=CC=CC=C12)F